ClC=1C=C(C2=C(C(CO2)O)C1)S(=O)(=O)NC1=C(C(=C(C=C1)F)C=1C=C2C=NC(=NC2=CC1)NC1CCN(CC1)CCOC)F 5-chloro-N-(2,4-difluoro-3-(2-((1-(2-methoxyethyl)piperidin-4-yl)amino)quinazolin-6-yl)phenyl)-3-hydroxy-2,3-dihydrobenzofuran-7-sulfonamide